tert-Butyl 4-(4-((10-benzyl-8-fluoro-11-oxo-10,11-dihydro-5H-dibenzo[b,e][1,4]diazepin-2-yl)oxy)phenyl)piperazine-1-carboxylate C(C1=CC=CC=C1)N1C2=C(NC3=C(C1=O)C=C(C=C3)OC3=CC=C(C=C3)N3CCN(CC3)C(=O)OC(C)(C)C)C=CC(=C2)F